C(C1=CC=CC=C1)OC(=O)N1CCC(CC1)CN1[C@@H](CN(CC1)C(=O)OC(C)(C)C)CO tert-butyl (S)-4-((1-((benzyloxy)carbonyl)piperidin-4-yl)methyl)-3-(hydroxymethyl)piperazine-1-carboxylate